OC1(CC1)C1CCC(CC1)NC1=CCN(C2=C1N=C(N=C2)N2C=NC=C2)C 8-(((1r,4r)-4-(1-hydroxycyclopropyl)cyclohexyl)amino)-2-(1H-imidazol-1-yl)-5-methylpyrido[3,2-d]pyrimidin